7-methyl-3-methylideneoct-6-enal CC(=CCCC(CC=O)=C)C